ClC1=C(C(=CC=C1)O)C1=C(C2=C(CN3[C@@H](CO2)CN(CC3)C(=O)OC(C)(C)C)C=C1OCC1=CC=NC=C1)F tert-butyl (12aR)-9-(2-chloro-6-hydroxyphenyl)-10-fluoro-8-[(pyridin-4-yl) methoxy]-3,4,12,12a-tetrahydro-6H-pyrazino[2,1-c][1,4]benzooxazepine-2(1H)-carboxylate